Cl.FC=1C=C(C=C(C1N1CCNCC1)F)NC1C(NC(CC1)=O)=O 3-((3,5-difluoro-4-(piperazin-1-yl)phenyl)amino)piperidine-2,6-dione hydrochloride